C(C)(=O)[O-].C(C)(=O)[O-].C1(=CC=CC=C1)P(C1=CC=CC=C1)C1=CC=CC=C1.C1(=CC=CC=C1)P(C1=CC=CC=C1)C1=CC=CC=C1.[Ru+2] ruthenium bis(triphenylphosphine) diacetate